trans-4-((3-(2-Cyclopropylthiazol-5-yl)phenyl)((trans-4-(4-methoxy-3-methylphenyl)cyclohexyl)methyl) carbamoyl)cyclohexyl(2-hydroxyethyl) carbamate C(N)(OCC(O)[C@@H]1CC[C@H](CC1)C(N(C[C@@H]1CC[C@H](CC1)C1=CC(=C(C=C1)OC)C)C1=CC(=CC=C1)C1=CN=C(S1)C1CC1)=O)=O